C[Si](CCCN=C=O)(OC)OC γ-methyldimethoxysilylpropyl isocyanate